(Z)-6-((2-(aminomethyl)-3-fluoroallyl)oxy)-N-(2-methoxyethyl)benzo[d]oxazol-2-amine 4-methylbenzenesulfonate CC1=CC=C(C=C1)S(=O)(=O)O.NC/C(/COC1=CC2=C(N=C(O2)NCCOC)C=C1)=C/F